N-(3-(1-((tetrahydro-2H-pyran-4-yl)methyl)-1H-benzo[d]imidazol-6-yl)-1H-pyrazol-5-yl)-4-((1-methylpiperidin-4-yl)amino)benzamide O1CCC(CC1)CN1C=NC2=C1C=C(C=C2)C2=NNC(=C2)NC(C2=CC=C(C=C2)NC2CCN(CC2)C)=O